ClC1=C(C=CC(=C1NC=1C(=C2C(N(C=NC2=CC1)C)=O)Cl)F)NS(=O)(=O)N1C[C@@H](CC1)OC(F)F (R)-N-(2-chloro-3-((5-chloro-3-methyl-4-oxo-3,4-dihydroquinazolin-6-yl)amino)-4-fluorophenyl)-3-(difluoromethoxy)pyrrolidine-1-sulfonamide